CN(C(C(=O)OCC(F)(F)F)=O)C(C)C1=CC=C(C=C1)C(C(F)(F)F)(F)F 2,2,2-trifluoroethyl 2-[methyl-[1-[4-(1,1,2,2,2-pentafluoroethyl)phenyl]ethyl]amino]-2-oxo-acetate